(6-bromopyridin-2-yl)-7-(trifluoromethoxy)imidazo[1,2-a]pyridine BrC1=CC=CC(=N1)C=1N=C2N(C=CC(=C2)OC(F)(F)F)C1